BrC=1C(=CC=2N(C1)C=C(N2)CF)OC 6-bromo-2-(fluoromethyl)-7-methoxy-imidazo[1,2-a]pyridine